ClC=1C=NC(=C(C(=O)NC2CCC(CC2)CN2C(N(C3=C2C=CC=C3)C=3C=NC(=CC3)N(C)C)=O)C1)C(F)(F)F 5-chloro-N-((1r,4r)-4-((3-(6-(dimethylamino)pyridin-3-yl)-2-oxo-2,3-dihydro-1H-benzo[d]imidazol-1-yl)methyl)cyclohexyl)-2-(trifluoromethyl)nicotinamide